(E)-5-((1-(4-cyanomethylpiperidin-1-yl)-1,6-dihydroimidazo[4,5-d]pyrrolo[2,3-b]pyridine-2-yl)diazenyl)-2-hydroxybenzoic acid C(#N)CC1CCN(CC1)N1C(=NC=2C1=C1C(=NC2)NC=C1)/N=N/C=1C=CC(=C(C(=O)O)C1)O